OC1=C(C=CC=C1)C1=CC(=CN=N1)N1CCC(CC1)(OC)C(=O)N1CC2(C1)CNC2 (1-(6-(2-hydroxyphenyl)pyridazin-4-yl)-4-methoxypiperidin-4-yl)(2,6-diazaspiro[3.3]heptan-2-yl)methanone